4-bromo-2-methyl-N-(5-nitrothiazol-2-yl)benzamide BrC1=CC(=C(C(=O)NC=2SC(=CN2)[N+](=O)[O-])C=C1)C